6-(3-amino-6-(3-((dimethylamino)methyl)phenyl)-5-fluoropyrazin-2-yl)-3,4-dihydroisoquinolin-1(2H)-one NC=1C(=NC(=C(N1)F)C1=CC(=CC=C1)CN(C)C)C=1C=C2CCNC(C2=CC1)=O